[Pu].[Th].[U] uranium-thorium-plutonium